ClC=1C=CC(=C(C1)C1=CC=NC=C1F)N1N=NC(=C1)C(F)(F)F 4-(5-Chloro-2-(4-(trifluoromethyl)-1H-1,2,3-triazol-1-yl)phenyl)-5-fluoropyridin